ClC1=CC(=C(C(=O)O)C(=C1)O)O 4-Chloro-2,6-dihydroxybenzoic acid